3-(N-(5-cyano-4-fluoro-2-(piperidin-1-yl)phenyl)sulfamoyl)-4-cyclopropylbenzoic acid C(#N)C=1C(=CC(=C(C1)NS(=O)(=O)C=1C=C(C(=O)O)C=CC1C1CC1)N1CCCCC1)F